CC1C2(C(C3(C(C1(C(C(C2C)(C3C)C(=O)O)=O)C(=O)O)C)C(=O)O)=O)C(=O)O tetramethyl-2,6-dioxoadamantane-1,3,5,7-tetracarboxylic acid